tri(2-bromo-3-chloropropyl) phosphate P(=O)(OCC(CCl)Br)(OCC(CCl)Br)OCC(CCl)Br